(1R,3R,5R)-3-(5-(3-cyclopropyl-1-((-)-1,1-dimethylethylsulfinamido)-1-(pyridin-4-yl)propyl)-2-fluorophenylcarbamoyl)-2-azabicyclo[3.1.0]hexane-2-carboxylic acid tert-butyl ester C(C)(C)(C)OC(=O)N1[C@@H]2C[C@@H]2C[C@@H]1C(NC1=C(C=CC(=C1)C(CCC1CC1)(C1=CC=NC=C1)NS(=O)C(C)(C)C)F)=O